ClC1=CC(=C(C(=O)N)C=C1)C1=NC=C(C=C1)OC1=CC=CC=C1 4-chloro-2-(5-phenoxypyridin-2-yl)benzamide